(S)-3-Methyl-3-phenyl-1-(4-(trifluoromethyl)phenyl)pyrrolidin-2-one C[C@@]1(C(N(CC1)C1=CC=C(C=C1)C(F)(F)F)=O)C1=CC=CC=C1